(2-oxa-6-azaspiro[3.3]hept-6-yl)-1-oxa-8-azaspiro[4.5]decane C1OCC12CN(C2)C2OC1(CC2)CCNCC1